glycerine triacrylate C(C=C)(=O)OCC(OC(C=C)=O)COC(C=C)=O